O.N1=C(C=CC=2CCCCC12)C(=O)O 5,6,7,8-tetrahydroquinoline-2-carboxylic acid monohydrate